N[C@@H](CNC1=NC(=C2C(=N1)N(N=C2)C)NC=2C=NC(=CC2)C(F)(F)F)C2=CC=CC=C2 N6-[(2R)-2-amino-2-phenyl-ethyl]-1-methyl-N4-[6-(trifluoromethyl)-3-pyridyl]pyrazolo[3,4-d]pyrimidine-4,6-diamine